naphthaline-1,5-disulfonic acid C1(=CC=CC=2C(=CC=CC12)S(=O)(=O)O)S(=O)(=O)O